(Z)-N-(1,4-dioxo-1,4-di(thiophene-2-yl)but-2-en-2-yl)benzamide O=C(/C(=C/C(C=1SC=CC1)=O)/NC(C1=CC=CC=C1)=O)C=1SC=CC1